N1CCC=2C1=NC=CC2C=2N=C1N(N=C(C(=C1)C=1C=NN(C1)C1CCOCC1)C)C2 (2,3-dihydro-1H-pyrrolo[2,3-b]pyridin-4-yl)-6-methyl-7-(1-(tetrahydro-2H-pyran-4-yl)-1H-pyrazol-4-yl)imidazo[1,2-b]pyridazine